BrCC1=CC(NO1)([2H])C1=CC=C(C=C1)I 5-(Bromomethyl)-3-(4-iodophenyl)isoxazole-3-d